5,7-diethyl-thioxanthone C(C)C1=C2SC=3C=CC=CC3C(C2=CC(=C1)CC)=O